OCC1CCOC=C1 4-(hydroxymethyl)dihydropyran